C(C1=CC=CC=C1)(=O)OCC1=C(C(=O)N)C=CC=C1 o-(benzoyloxymethyl)benzamide